C(C)C1=C(C=CC=C1)C1=CC(OC2=CC(=CC=C12)O[C@@H](C(=O)N1CCCCC1)C)=O (3S)-1-[(2R)-2-[4-(2-ethylphenyl)-2-oxo-chromen-7-yl]oxypropanoyl]piperidine